NC1=NN(C=C1C)CC#N 2-(3-amino-4-methyl-pyrazol-1-yl)acetonitrile